5-bromo-2-fluoro-3-(methylsulfonyl)benzoic acid BrC=1C=C(C(=C(C(=O)O)C1)F)S(=O)(=O)C